tert-butyl (trans-3-methoxycyclobutyl)carbamate CO[C@@H]1C[C@H](C1)NC(OC(C)(C)C)=O